tert-butyl (2R,5S)-4-(8-(hydroxymethyl)-3-methyl-2-oxo-9-propyl-3,9-dihydro-2H-purin-6-yl)-2,5-dimethylpiperazine-1-carboxylate OCC=1N(C=2N(C(N=C(C2N1)N1C[C@H](N(C[C@@H]1C)C(=O)OC(C)(C)C)C)=O)C)CCC